tert-butyl (S,E)-2-cyano-3-(((dimethylamino)methylene)amino)-6a,7,9,10-tetrahydropyrazino[1,2-d]pyrido[3,2-b][1,4]oxazine-8(6H)-carboxylate C(#N)C=1C(=CC=2OC[C@H]3N(C2N1)CCN(C3)C(=O)OC(C)(C)C)/N=C/N(C)C